C(C)(C)(C)OC(=O)NC(C(=O)[O-])C[C@H]1C(NCC1)=O 2-(tert-butoxycarbonylamino)-3-[(3S)-2-oxopyrrolidin-3-yl]propanoate